3-{[(benzyloxy)carbonyl]amino}-N-(tert-butoxycarbonyl)-D-alanine tert-butyl-(1-(6-benzyl-3-chloro-4-cyano-5,6,7,8-tetrahydro-2,6-naphthyridin-1-yl)piperidin-4-yl)carbamate C(C)(C)(C)N(C(O)=O)C1CCN(CC1)C1=NC(=C(C=2CN(CCC12)CC1=CC=CC=C1)C#N)Cl.C(C1=CC=CC=C1)OC(=O)NC[C@@H](NC(=O)OC(C)(C)C)C(=O)O